methyl 4-(1-(2-hydroxy-2-methylpropyl)-1H-1,2,3-triazol-4-yl)benzoate OC(CN1N=NC(=C1)C1=CC=C(C(=O)OC)C=C1)(C)C